BrC1=C(C=CC=C1OCC1CC1)CC(=O)O 2-bromo-3-cyclopropylmethoxyphenylacetic acid